4-bromo-1-cyclopropylmethyl-pyrazole-3-carboxylic acid BrC=1C(=NN(C1)CC1CC1)C(=O)O